1-(2,4-difluorophenyl)-2-(1H-1,2,4-triazol-1-yl)-1-[1-(4-bromo-2,6-difluorophenoxy)cyclopropyl]ethanol FC1=C(C=CC(=C1)F)C(CN1N=CN=C1)(O)C1(CC1)OC1=C(C=C(C=C1F)Br)F